2-methoxy-6-(1-methyl-vinyl)-naphthalene COC1=CC2=CC=C(C=C2C=C1)C(=C)C